CN1C=[N+](C=C1)CCCC#N 1-methyl-3-(3-cyanopropyl)imidazolium